6-butyl-4-hydroxy-3-[(1R,6R)-3-methyl-6-(prop-1-en-2-yl)cyclohex-2-en-1-yl]-2-{[(3R,4R,5S,6S)-4,5,6-trihydroxy-3-(hydroxymethyl)oxan-2-yl]oxy}benzoic acid C(CCC)C1=CC(=C(C(=C1C(=O)O)OC1O[C@@H]([C@H]([C@@H]([C@H]1CO)O)O)O)[C@@H]1C=C(CC[C@H]1C(=C)C)C)O